CC[C@H](C)[C@@H](C(=O)NCC(=O)NCC(=O)NCC(=O)NCC(=O)NCC(=O)NCC(=O)NCC(=O)NCC(=O)NCC(=O)NCC1=NC(=CO1)C2=NC(=CS2)C(=O)NCC(=O)NCC(=O)N[C@@H](CCC(=O)N)C(=O)NCC(=O)NCC(=O)NCC3=NC(=CS3)C(=O)NCC(=O)NCC4=NC(=CS4)C(=O)N[C@@H](CO)C(=O)N[C@@H](CC(=O)N)C(=O)NCC5=NC(=CS5)C6=NC(=CO6)C(=O)NCC(=O)NCC(=O)N[C@@H](CC(=O)N)C(=O)NCC(=O)NCC7=NC(=CO7)C(=O)NCC(=O)NCC8=NC(=CO8)C(=O)NCC(=O)N[C@@H](CO)C(=O)N[C@@H](CC9=CNC=N9)C(=O)N[C@@H]([C@@H](C)CC)C(=O)O)NC(=O)CNC(=O)[C@H](C(C)C)N The molecule is the current microcin B17, CHEBI:64624 is a precursor, see fig. 2 It has a role as a DNA synthesis inhibitor.